C1(NC=NC2=C1C1=CC3=CC=CC=C3C=C1C=C2)=O anthrapyrimidinone